CC1=CC=C(C=C1)S(=O)CCC(=O)OC(C)(C)C tert-butyl 3-(toluene-4-sulfinyl)-propionate